4-chloro-8-ethyl-1-oxo-2-phenyl-1,2-dihydroisoquinolin ClC1=CN(C(C2=C(C=CC=C12)CC)=O)C1=CC=CC=C1